S1C=NC2=C1C(=CC=C2)C2=CC=C(C=C2)N2[C@@H](CN(CC2)C(=O)NC=2N=C(SC2)C#C)CO (S)-4-(4-(benzo[d]thiazol-7-yl)phenyl)-N-(2-ethynyl-thiazol-4-yl)-3-(hydroxy-methyl)piperazine-1-carboxamide